5-amino-3-cyano-4-(3-hydroxy-2-methylphenyl)-1,2-dimethyl-1H-pyrrolo[2,3-b]pyridine-6-carboxamide NC=1C(=C2C(=NC1C(=O)N)N(C(=C2C#N)C)C)C2=C(C(=CC=C2)O)C